ClC1=C(C=CC=C1)N1C(N=C(C2=CC(=C(C=C12)C1CC1)C#N)NCCS(=O)(=O)C)=O 1-(2-Chlorophenyl)-7-cyclopropyl-4-((2-(methylsulfonyl)ethyl)amino)-2-oxo-1,2-dihydro-quinazoline-6-carbonitrile